C(C)(C)(C)OC(CC[C@@H](C(=O)N)N1C(C2=CC=C(C=C2C1)C1=NC(=C(C(=C1)C(F)F)C#N)N)=O)=O.BrCC=1C=C2CNC(=NC2=CC1)C 6-bromomethyl-3,4-dihydro-2-methyl-quinazoline tert-butyl-(S)-5-amino-4-(5-(6-amino-5-cyano-4-(difluoromethyl)pyridin-2-yl)-1-oxoisoindolin-2-yl)-5-oxopentanoate